2-(3-chlorophenyl)-4,6-diphenyl-1,3,5-triazine ClC=1C=C(C=CC1)C1=NC(=NC(=N1)C1=CC=CC=C1)C1=CC=CC=C1